sodium (2S,3S)-2,3-diacetoxy-4-((2-(((2S,3S)-2,3-diacetoxy-4-sulfinatobutyl)disulfanyl)ethyl)disulfanyl)butane-1-sulfinate C(C)(=O)O[C@H](CS(=O)[O-])[C@@H](CSSCCSSC[C@H]([C@@H](CS(=O)[O-])OC(C)=O)OC(C)=O)OC(C)=O.[Na+].[Na+]